valeric acid calcium salt [Ca+2].C(CCCC)(=O)[O-].C(CCCC)(=O)[O-]